methylchavicol COC1=CC=C(C=C1)CC=C